2-((S)-1-acryloyl-4-((S)-4-chloro-3-(methyl-d3)-2'-(((S)-1-methylpyrrolidin-2-yl)methoxy)-5',8'-dihydro-6'H-spiro[inden-1,7'-quinazolin]-4'-yl)piperazin-2-yl)acetonitrile C(C=C)(=O)N1[C@H](CN(CC1)C1=NC(=NC=2C[C@@]3(CCC12)C=C(C1=C(C=CC=C13)Cl)C([2H])([2H])[2H])OC[C@H]1N(CCC1)C)CC#N